1,1'-dihydroxymethyl-ferrocene OC[C-]1C=CC=C1.[C-]1(C=CC=C1)CO.[Fe+2]